NC=1C(=NC(=CN1)Br)C(=O)NC1=CC(=C(C=C1)Cl)OC 3-amino-6-bromo-N-(4-chloro-3-methoxyphenyl)pyrazine-2-carboxamide